O=C1NC(CCC1C1=NN(C2=CC=C(C=C12)OC[C@H]1CN(CC1)C(=O)OC(C)(C)C)C)=O tert-butyl (3R)-3-(((3-(2,6-dioxopiperidin-3-yl)-1-methyl-1H-indazol-5-yl)oxy)methyl)pyrrolidine-1-carboxylate